N-(3-Azidopropyl)-4-(N-(5-((4S)-2-oxohexahydro-1H-thieno[3,4-d]imidazol-4-yl)pentanoyl)sulfamoyl)benzamide N(=[N+]=[N-])CCCNC(C1=CC=C(C=C1)S(NC(CCCC[C@@H]1SCC2NC(NC21)=O)=O)(=O)=O)=O